BrC=1N=C(C(N(C1)[C@H](C(=O)O)CC(C)C)=O)C (S)-2-(5-bromo-3-methyl-2-oxopyrazin-1(2H)-yl)-4-methylpentanoic acid